ONC(=O)C1=CC2=C(OCC(N2CC=2C=NC=CC2)=O)C=C1 N-hydroxy-3-oxo-4-(pyridin-3-ylmethyl)-3,4-dihydro-2H-benzo[b][1,4]oxazine-6-carboxamide